COC1=C(C=CC(=C1)[N+](=O)[O-])S(=O)(=O)NC(COC1=CC2=CC(=CC=C2C=C1)OC)=O N-((2-methoxy-4-nitrophenyl)sulfonyl)-2-((7-methoxynaphthalen-2-yl)oxy)acetamide